3,5-difluoro-N-hydroxyiminobenzoyl chloride FC=1C(C(C(=O)Cl)C=C(C1)F)=NO